(R)-2-(2-methylpyrrolidin-1-yl)-N-(4-(3-(piperidin-1-yl)cyclobutoxy)phenyl)acetamide C[C@H]1N(CCC1)CC(=O)NC1=CC=C(C=C1)OC1CC(C1)N1CCCCC1